N[C@@H](C(=O)N1CC[C@H](C1)O)C(C)(C)C (2S,4R)-1-[(2R)-2-amino-3,3-dimethylbutyryl]-4-hydroxypyrrolidine